C(=CCCCO)O 1,5-pentenediol